tert-butyl (2s,4s)-2-(2-(3-((tert-butyldimethylsilyl) oxy) propoxy)-4-(methoxycarbonyl) phenyl)-4-hydroxypiperidine-1-carboxylate [Si](C)(C)(C(C)(C)C)OCCCOC1=C(C=CC(=C1)C(=O)OC)[C@H]1N(CC[C@@H](C1)O)C(=O)OC(C)(C)C